(E)-6-(6-(2-(5-cyclopropyl-3-(3,5-dichloropyridin-4-yl)isoxazol-4-yl)vinyl)-3-azabicyclo[3.1.0]hex-3-yl)benzo[d]thiazole-2-carboxylic acid C1(CC1)C1=C(C(=NO1)C1=C(C=NC=C1Cl)Cl)/C=C/C1C2CN(CC12)C1=CC2=C(N=C(S2)C(=O)O)C=C1